CNC(=O)SSSSC(NC)=O N-methylcarbamoyltetrasulfide